OCC1(CN(C1)C(=O)C1=CC=C(C2=C1OCCO2)NC=2N=C(C1=C(N2)NC=C1C#N)NCC)CO 2-((8-(3,3-bis(hydroxy-methyl)azetidine-1-carbonyl)-2,3-dihydrobenzo[b][1,4]dioxin-5-yl)amino)-4-(ethylamino)-7H-pyrrolo[2,3-d]pyrimidine-5-carbonitrile